C(CC)(=O)C=1C=C2C=CC(=CC2=CC1)N(C)C 6-propionyl-2-(dimethylamino)naphthalene